FC=1C=C(C=CC1C(=O)N([C@H]1CNCCC1)C=1N=CC2=CC=CC=C2C1)C1=CC=C(C=C1)OC (R)-3-fluoro-N-(isoquinolin-3-yl)-4'-methoxy-N-(piperidin-3-yl)-[1,1'-biphenyl]-4-carboxamide